C(#N)C1=C(C=C(O[C@@H]2[C@@](CN(C2)S(=O)(=O)C=2C(=NC=CC2)C#N)(CO)O)C=C1)F 3-(((3r,4s)-4-(4-cyano-3-fluorophenoxy)-3-hydroxy-3-(hydroxymethyl)pyrrolidin-1-yl)sulfonyl)-pyridine-2-carbonitrile